3,3-difluorotetrahydrofuran FC1(COCC1)F